OC1=C(N=C(N(C1=O)C)[C@H]([C@@H](C1=C(C=CC=C1)C(F)(F)F)C1=CC=CC=C1)C)C(=O)NC=1C=NOC1 5-hydroxy-N-(isoxazol-4-yl)-1-methyl-6-oxo-2-((1R,2S)-1-phenyl-1-(2-(trifluoromethyl)phenyl)propan-2-yl)-1,6-dihydropyrimidine-4-carboxamide